[GeH4+]O.[Si+4] silicon germaniumOl